C(#N)C=1C=C(C=C(C1)C(F)(F)F)NC(=O)[C@H]1[C@H]2C[C@@H]([C@@H]([C@@H]1C1=CC(=CC=C1)C(F)(F)F)O2)O |r| rac-(1r,2r,3s,4r,5s)-N-(3-cyano-5-(trifluoromethyl)phenyl)-5-hydroxy-3-(3-(trifluoromethyl)phenyl)-7-oxabicyclo[2.2.1]heptane-2-carboxamide